FC(OC=1C=C(C=CC1)C1=CC(=CS1)C(=O)NC1=NC(=NS1)CC(C)(F)F)(F)F 5-(3-(trifluoromethoxy)phenyl)-N-(3-(2,2-difluoropropyl)-1,2,4-thiadiazol-5-yl)thiophene-3-carboxamide